1-carbapen-2-em-3-carboxylic acid C1C=C(N2[C@H]1CC2=O)C(=O)O